[C@H]1([C@H](O)[C@@H](O)[C@H](O)[C@H](O1)CO)OC[C@@H]1[C@H]([C@@H]([C@H]([C@H](O1)OC[C@H]([C@H]([C@@H]([C@H](C=O)O)O)O)O)O)O)O α-D-glucopyranosyl-(1→6)-α-D-glucopyranosyl-(1→6)-D-glucose